BrC1=CN(C=2C1=NC(=CC2NCC=2SC=CC2)Cl)C(F)F 3-bromo-5-chloro-1-(difluoromethyl)-N-(thiophen-2-ylmethyl)-1H-pyrrolo[3,2-b]pyridin-7-amine